(2R,3S,4S,5R)-3-(3,4-difluoro-2-methoxyphenyl)-N-(6-((R)-2-fluoro-1-hydroxyethyl)pyridin-3-yl)-4,5-dimethyl-5-(trifluoromethyl)tetrahydrofuran-2-carboxamide FC=1C(=C(C=CC1F)[C@H]1[C@@H](O[C@]([C@H]1C)(C(F)(F)F)C)C(=O)NC=1C=NC(=CC1)[C@H](CF)O)OC